(4-(((1S,3R)-3-(bromomethyl)cyclohexyl)methyl)piperazin-1-yl)(4-((5-chloro-4-(methylamino)pyrimidin-2-yl)amino)-3-methoxyphenyl)methanone BrC[C@H]1C[C@H](CCC1)CN1CCN(CC1)C(=O)C1=CC(=C(C=C1)NC1=NC=C(C(=N1)NC)Cl)OC